C[C@@H]1OC2=CN=CC(C3=NNC=4C=CC(O[C@@H](COCC1)C)=CC34)=C2 (8S,13R)-8,13-dimethyl-7,11,14-trioxa-4,19,20-triazatetracyclo[13.5.2.12,6.018,21]tricosa-1(20),2(23),3,5,15(22),16,18(21)-heptaene